O1C2=C(OCC1)C=C(C=C2)C(=O)NC=2C=CC(=C(C2)NC(=O)C=2C=C1C(=CC(=NC1=CC2)C)NCCN2CCCC2)C N-(5-(2,3-dihydrobenzo[b][1,4]dioxine-6-carboxamido)-2-methylphenyl)-2-methyl-4-(2-(Pyrrolidin-1-yl)ethylamino)quinoline-6-carboxamide